CC1(OB(OC1(C)C)C1=CC=CC=2NCCOC21)C 8-(4,4,5,5-tetramethyl-1,3,2-dioxaborolan-2-yl)-3,4-dihydro-2H-1,4-benzoxazine